[1,3]Dioxane-6-carbaldehyde O1COCCC1C=O